tert-Butyl (S)-{1-[2-(6-[2-hydroxyethyl]benzo[d]isoxazol-3-yl)phenyl]-2-(pyridine-2-yl)ethyl}carbamate OCCC1=CC2=C(C(=NO2)C2=C(C=CC=C2)[C@H](CC2=NC=CC=C2)NC(OC(C)(C)C)=O)C=C1